CN1N=CC(=C1)C(=O)NC1=CC(=CC=C1)N1N=C(C2=CC=CC=C12)NC1=CC=C(C=C1)C=1C=NNC1 1-methyl-N-[3-[3-[4-(1H-pyrazol-4-yl)anilino]indazol-1-yl]phenyl]pyrazole-4-carboxamide